8-cyclopropyl-10-(4-methylphenyl)pyrido[2',3':4,5]pyrrolo[1,2-a]pyrazin-9(8H)-one C1(CC1)N1C(C=2N(C=C1)C1=C(C2C2=CC=C(C=C2)C)N=CC=C1)=O